FC1=CC(=C(C=C1F)NC(OC1CC1)=O)C(N[C@H](C(C(=O)NC)=O)C[C@H]1C(N[C@@H](C1)C)=O)=O cyclopropyl N-[4,5-difluoro-2-[[(1S)-3-(methylamino)-1-[[(3S,5R)-5-methyl-2-oxo-pyrrolidin-3-yl]methyl]-2,3-dioxo-propyl]carbamoyl]phenyl]carbamate